(1s,4s)-N1-(2-Chloro-5-iodopyridin-4-yl)-N4-methylcyclohexane-1,4-diamine ClC1=NC=C(C(=C1)NC1CCC(CC1)NC)I